4-(3-((6-chloro-4-isopropoxypyridin-3-yl)carbamoyl)-3-(2-isopropylphenyl)azetidin-1-yl)-2,2-dimethylbutyric acid ClC1=CC(=C(C=N1)NC(=O)C1(CN(C1)CCC(C(=O)O)(C)C)C1=C(C=CC=C1)C(C)C)OC(C)C